COC1CC(CNC1[N+](=O)[O-])N1CCC(CC1)O 1-(5-methoxy-6-nitropiperidin-3-yl)piperidin-4-ol